[Cl-].C[NH+]1CC(CCC1)C 1,3-dimethylpiperidinium chloride